bis(3-(trifluoromethyl)phenyl)copper FC(C=1C=C(C=CC1)[Cu]C1=CC(=CC=C1)C(F)(F)F)(F)F